ClC=1C=C(C=CC1F)C(C=1NC=C(N1)S(=O)(=O)N1CCN(CC1)C)C1=CC(=C(C=C1)F)F 1-((2-((3-chloro-4-fluorophenyl)(3,4-difluorophenyl)methyl)-1H-imidazol-4-yl)sulfonyl)-4-methylpiperazine